2-amino-5-methylpyridin-3-carboxylic acid NC1=NC=C(C=C1C(=O)O)C